5-[5-[(4,5-dichloro-6-oxo-pyridazin-1-yl)methyl]-1,3,4-oxadiazol-2-yl]-2-methyl-N-[2-(2-pyridyl)ethyl]benzenesulfonamide ClC=1C=NN(C(C1Cl)=O)CC1=NN=C(O1)C=1C=CC(=C(C1)S(=O)(=O)NCCC1=NC=CC=C1)C